10-(4-(pyridin-2-ylmethoxy)phenoxy)-3,4-dihydro-2H-[1,4]oxazino[2,3-f]quinazoline N1=C(C=CC=C1)COC1=CC=C(OC2=NC=NC3=CC=C4C(=C23)OCCN4)C=C1